1,6-dihydropyrrolo[2,3-g]indazole N1N=CC2=CC=C3C(=C12)C=CN3